FC(CN1C2C=CCC1CC2)(F)F N-(2,2,2-trifluoroethyl)-8-azabicyclo[3.2.1]oct-2-ene